C1CC12C1(CC1)C2CCOC2=NNC=C2 3-(2-dispiro[2.0.2.1]heptan-7-ylethoxy)-1H-pyrazole